C(O)N1C(N(C(C1O)O)CO)=O 1,3-dimethylol-4,5-dihydroxyimidazolidine-2-one